zirconium di(n-butoxide) bis(ethylacetoacetate) C(C)CC(CC(=O)[O-])=O.C(C)CC(CC(=O)[O-])=O.[O-]CCCC.[O-]CCCC.[Zr+4]